1-(4-methoxyphenyl)-7-oxo-6-[4-(2-oxo-1-piperidyl)phenyl]-4,5-dihydropyrazolo[3,4-c]pyridine-3-carboxylic acid COC1=CC=C(C=C1)N1N=C(C2=C1C(N(CC2)C2=CC=C(C=C2)N2C(CCCC2)=O)=O)C(=O)O